1-(4-nitrophenyl)-1H-pyrrole-2,5-dione [N+](=O)([O-])C1=CC=C(C=C1)N1C(C=CC1=O)=O